C(C)(C)(C)OC(=O)N1C[C@@H](N(CC1)C1=NC=C(N=C1)C(F)(F)F)CO (R)-3-(hydroxymethyl)-4-(5-(trifluoromethyl)pyrazin-2-yl)piperazine-1-carboxylic acid tert-butyl ester